FC(C=1C=C(C=C(C1)C(F)(F)F)C1=NN(C=N1)\C=C/C(=O)N1CC(CC1)(F)F)(F)F (Z)-3-(3-(3,5-bis(trifluoromethyl)phenyl)-1H-1,2,4-triazol-1-yl)-1-(3,3-difluoropyrrolidin-1-yl)prop-2-en-1-one